(2R,3R,4R,5S)-1-(2-([1,1'-biphenyl]-4-yl)ethyl)-2-(hydroxymethyl)piperidine-3,4,5-triol C1(=CC=C(C=C1)CCN1[C@@H]([C@H]([C@@H]([C@H](C1)O)O)O)CO)C1=CC=CC=C1